(5S)-1-({6-[4-(difluoromethyl)-2-fluorophenoxy]pyridin-3-yl}methyl)-5-methylpyrrolidin-2-one FC(C1=CC(=C(OC2=CC=C(C=N2)CN2C(CC[C@@H]2C)=O)C=C1)F)F